Cl.NC(C(=O)N1[C@@H](CN(CC1)C(=O)NC1=NC(N(C=C1)C1=CC=C(C=C1)CN1CCC(CC1)N)=O)CC)(C)C (R)-4-(2-Amino-2-methylpropanoyl)-N-(1-(4-((4-aminopiperidin-1-yl)methyl)phenyl)-2-oxo-1,2-dihydropyrimidin-4-yl)-3-ethylpiperazine-1-carboxamide hydrochloride salt